1-[6-[6-[(3aS,6aS)-6-oxo-2,3,3a,4,5,6a-hexahydropyrrolo[2,3-c]pyrrol-1-yl]benz-imidazol-1-yl]-3-(1-hydroxyethyl)-2-pyridyl]-5-methyl-pyrazole-3-carbonitrile O=C1NC[C@H]2[C@@H]1N(CC2)C=2C=CC1=C(N(C=N1)C1=CC=C(C(=N1)N1N=C(C=C1C)C#N)C(C)O)C2